C1OC(=O)NO1 1,4,2-dioxazolone